methyl 6-(benzyloxy)-10-(phenylsulfonyl)-[1,2,4]triazolo[5,1-a]isoquinoline-5-carboxylate C(C1=CC=CC=C1)OC1=C(N2C(C3=C(C=CC=C13)S(=O)(=O)C1=CC=CC=C1)=NC=N2)C(=O)OC